1,1''-(octane-1,8-diyl)bis(4,7-dimethyl-4'-methylenespiro[indoline-3,2'-pyrrolidine]-2,5'-dione) C(CCCCCCCN1C(C2(NC(C(C2)=C)=O)C2=C(C=CC(=C12)C)C)=O)N1C(C2(NC(C(C2)=C)=O)C2=C(C=CC(=C12)C)C)=O